(R)-3-hydroxypropane-1,2-diyl distearate C(CCCCCCCCCCCCCCCCC)(=O)OC[C@@H](CO)OC(CCCCCCCCCCCCCCCCC)=O